FC=1C=2N(C=C(C1)NC(=O)C1=CC=C(C3=CN(N=C13)C)N1CC3N(C3C1)C(=O)OC(C)(C)C)C=C(N2)C tert-butyl 3-[7-({8-fluoro-2-methylimidazo[1,2-a]pyridin-6-yl}carbamoyl)-2-methylindazol-4-yl]-3,6-diazabicyclo[3.1.0]hexane-6-carboxylate